C(C1=CC=CC=C1)OCCCC1=CC(=NC2=CC(=CC=C12)C1=NNC=C1)N 4-[3-(benzyloxy)propyl]-7-(1H-pyrazol-3-yl)quinolin-2-amine